1-(6-(3,3-difluoropiperidin-4-yl)-1-methyl-1H-indazol-3-yl)dihydropyrimidine-2,4(1H,3H)-dione 2,2,2-trifluoroacetate FC(C(=O)O)(F)F.FC1(CNCCC1C1=CC=C2C(=NN(C2=C1)C)N1C(NC(CC1)=O)=O)F